2-fluoro-5-(3-oxo-butyl)-benzonitrile FC1=C(C#N)C=C(C=C1)CCC(C)=O